3-Methoxy-2-[4-nitro-2-(tetrahydro-pyran-2-yl)-2H-pyrazol-3-yl]-aniline COC=1C(=C(N)C=CC1)C=1N(N=CC1[N+](=O)[O-])C1OCCCC1